Cl.NC(=N)NC(=N)N Biguanide HCl